4,4'-dimethylacryloxybiphenyl CC1=CC(=C(C=C1)C1=CC=C(C=C1)C)OC(C=C)=O